ClC1=C(C=CC(=C1)F)NC=1C(C(C1NCC1=CC(=C(C=C1)C1=NOC(=N1)C(F)(F)F)F)=O)=O 3-((2-chloro-4-fluorophenyl)amino)-4-((3-fluoro-4-(5-(trifluoromethyl)-1,2,4-oxadiazol-3-yl)benzyl)amino)cyclobut-3-ene-1,2-dione